8-(3,5-dichloro-2,4-difluoro-phenyl)-7-fluoro-N-indolin-1-yl-4-morpholino-quinoline-3-carboxamide ClC=1C(=C(C=C(C1F)Cl)C=1C(=CC=C2C(=C(C=NC12)C(=O)NN1CCC2=CC=CC=C12)N1CCOCC1)F)F